C(C)N1C=NC2=C1N=NC=C2C=2C=C(C(=CC2)F)C2=C(C(=CC=C2)C=2N=NC=CC2)COC 7-ethyl-4-(6-fluoro-2'-(methoxymethyl)-3'-(pyridazin-3-yl)-[1,1'-biphenyl]-3-yl)7H-imidazo[4,5-c]Pyridazine